chlorotrimethylammonium methacrylate C(C(=C)C)(=O)[O-].Cl[N+](C)(C)C